O=C1C=2C=C(C=CC2C2=C1N=C(N=C2)C(F)(F)F)C(=C)S(=O)(=O)N (9-oxo-2-(trifluoromethyl)-9H-indeno[2,1-d]pyrimidin-7-yl)ethenesulfonamide